(1-(3-chlorophenyl)cyclopropyl)(phenyl)methyl (1-((4-(cyclopropylamino)-3,4-dioxo-1-(2-oxopyrrolidin-3-yl)butan-2-yl)amino)-4-methyl-1-oxopentan-2-yl)carbamate C1(CC1)NC(C(C(CC1C(NCC1)=O)NC(C(CC(C)C)NC(OC(C1=CC=CC=C1)C1(CC1)C1=CC(=CC=C1)Cl)=O)=O)=O)=O